tert-butyl 2-[(4-chloro-2-hydroxy-phenyl)methyl]-1,3,3a,4,6,6a-hexahydropyrrolo[3,4-c]pyrrole-5-carboxylate ClC1=CC(=C(C=C1)CN1CC2CN(CC2C1)C(=O)OC(C)(C)C)O